C(C)(C)(C)OC(NC1=C(C=C(C=C1)O)F)=O (2-fluoro-4-hydroxyphenyl)carbamic acid tert-butyl ester